8-hydroxyoctanediamine OCCCCCCCC(N)N